FC1=CC=C(C=C1)S(=O)(=O)C1=CC=C(C=C1)NC(=O)NCC1=CN=CO1 1-(4-((4-Fluorophenyl)sulfonyl)phenyl)-3-(oxazol-5-ylmethyl)urea